FC1=C(C=C(C=C1)C)C1=NN2C(N=CC=C2)=C1C(=O)N[C@@H]1C(NC2=C(C(=N1)C1=CC=CC=C1)C=CC=C2F)=O 2-(2-fluoro-5-methylphenyl)-N-[(3S)-9-fluoro-2-oxo-5-phenyl-1,3-dihydro-1,4-benzodiazepine-3-Yl]pyrazolo[1,5-a]pyrimidine-3-carboxamide